2,4-bis(benzyloxy)-5-isopropyl-N-(1-methyl-1H-indol-7-yl)benzamide C(C1=CC=CC=C1)OC1=C(C(=O)NC=2C=CC=C3C=CN(C23)C)C=C(C(=C1)OCC1=CC=CC=C1)C(C)C